tetramethyl-hexadecanetriol CC(C(C(O)(O)O)(C)C)(CCCCCCCCCCCCC)C